hypophosphorous acid, ethyl ester [PH2](=O)OCC